C1(CC1)C=1C=C(C=C2C(=NN(C12)C1OCCCC1)NC(C1=CC=C(C=C1)F)=O)F N-(7-cyclopropyl-5-fluoro-1-(tetrahydro-2H-pyran-2-yl)-1H-indazol-3-yl)-4-fluorobenzamide